OC=1C(=[O+]C2=C(C1)C(=CC(=C2)O)O)C2=CC(=C(C(=C2)O)O)O 3,5,7-Trihydroxy-2-(3,4,5-trihydroxyphenyl)-1λ4-1-benzopyran-1-ylium